CN(C)C1=CC(=CC=C1)O 3-N,N-dimethylaminophenol